3-methyl-2-[(6S)-6-methyl-4,5,6,7-tetrahydropyrazolo[1,5-a]pyrazin-3-yl]-4-pyrimidin-2-yloxy-1,2-thiazolidine 1,1-dioxide CC1N(S(CC1OC1=NC=CC=N1)(=O)=O)C=1C=NN2C1CN[C@H](C2)C